COC=1C=CC2=C(C(=NO2)CC(=O)N(C)C)C1 2-(5-methoxybenzo[d]isoxazol-3-yl)-N,N-dimethylacetamide